O=C1NC(CCC1N1C(C2=CC=CC(=C2C1=O)NCC(=O)N1CCC(CC1)NC(C1=CC(=CC=C1)OC)=O)=O)=O N-(1-((2-(2,6-dioxopiperidin-3-yl)-1,3-dioxoisoindol-4-yl)glycyl)piperidin-4-yl)-3-methoxybenzamide